d-2-[4-[2-(2,5-dimethylpyrrol-1-yl)-6-ethyl-1-methyl-benzimidazol-4-yl]-2-methyl-pyrazol-3-yl]benzonitrile CC=1N(C(=CC1)C)C1=NC2=C(N1C)C=C(C=C2C2=C(N(N=C2)C)C2=C(C#N)C=CC=C2)CC